C(N)(=O)C=1C(=NC(=C(N1)CC)NC(C)C)NC=1C=C(CCNC([C@H](C)N(C(OC(C)(C)C)=O)C)=O)C=CC1 tert-butyl (S)-(1-((3-((3-carbamoyl-5-ethyl-6-(isopropylamino) pyrazin-2-yl) amino) phenethyl) amino)-1-oxopropan-2-yl)(methyl)carbamate